C(C1=CC=CC=C1)OC1=C(N(C=C(C1=O)C(=O)NCC1=C(C=C(C=C1F)F)F)N[C@@H](C=C)CC(F)(F)F)C(=O)N[C@@H](C)C=C (benzyloxy)-N2-((S)-but-3-en-2-yl)-4-oxo-N5-(2,4,6-trifluorobenzyl)-1-(((R)-5,5,5-trifluoropent-1-en-3-yl)amino)-1,4-dihydropyridine-2,5-dicarboxamide